4-(3-methyl-2,3,4,5-tetrahydropyridin-6-yl)pyridine CC1CN=C(CC1)C1=CC=NC=C1